COC(=O)C1CCC(CC1)OCC1=CC=CC=C1 (1R,4R)-4-(benzyloxy)cyclohexane-1-carboxylic acid methyl ester